(R)-N'-((6-ethyl-2-methyl-2H-indazol-7-yl)-carbamoyl)-5-(2-hydroxy-propan-2-yl)thiazole-2-sulfonimidamide C(C)C=1C=CC2=CN(N=C2C1NC(=O)N=[S@](=O)(N)C=1SC(=CN1)C(C)(C)O)C